BrC=1N=C(N(N1)C1OCCCC1)C(CC(C1=CC(=C(C=C1)F)F)O[Si](C)(C)C(C)(C)C)O 1-(5-bromo-2-tetrahydropyran-2-yl-1,2,4-triazol-3-yl)-3-[tert-butyl-(dimethyl)silyl]oxy-3-(3,4-difluorophenyl)propan-1-ol